(R)-1-(8-fluoro-2-(((2R,7aS)-2-fluorotetrahydro-1H-pyrrolizin-7a(5H)-yl)methoxy)-7-(tributylstannyl)pyrido[4,3-d]pyrimidin-4-yl)-3-methylpiperidin-3-ol FC1=C(N=CC2=C1N=C(N=C2N2C[C@@](CCC2)(O)C)OC[C@]21CCCN1C[C@@H](C2)F)[Sn](CCCC)(CCCC)CCCC